(4-acetoxyphenyl)oxirane C(C)(=O)OC1=CC=C(C=C1)C1OC1